C(CCC)OC1=CC2=CC=CC=C2C=C1OCCCC 2,3-Dibutoxynaphthalene